COC=1N=C2C(=CC=NC2=CC1OC)OC1=C(C=C(C=C1)NC(=O)C=1C(=NC(=C(C1O)C1=CC(=C(C=C1)F)C)C)C)F N-[4-[(6,7-dimethoxy-1,5-naphthyridin-4-yl)oxy]-3-fluorophenyl]-5-(4-fluoro-3-methylphenyl)-4-hydroxy-2,6-dimethylpyridine-3-carboxamide